C1(CC1)[C@H](C1=CC=2N(N=C1)C=C(N2)[C@@H](NC(=O)C2=CC=NN2C(C([2H])([2H])[2H])([2H])[2H])C2CCC(CC2)(F)F)N2C(NCC(C2)(F)F)=O N-((S)-(7-((R)-Cyclopropyl(5,5-difluoro-2-oxotetrahydropyrimidin-1(2H)-yl)methyl)imidazo[1,2-b]pyridazin-2-yl)(4,4-difluorocyclohexyl)methyl)-1-(ethyl-d5)-1H-pyrazole-5-carboxamide